4-[7-fluoro-3-{4-[(2-fluorobenzyl)oxy]-3-methoxybenzyl}-6-[2-fluoro-1-(fluoromethyl)ethoxy]-2,4-dioxo-3,4-dihydroquinazolin-1(2H)-yl]piperidine-1-carbaldehyde FC1=C(C=C2C(N(C(N(C2=C1)C1CCN(CC1)C=O)=O)CC1=CC(=C(C=C1)OCC1=C(C=CC=C1)F)OC)=O)OC(CF)CF